[Si](C1=CC=CC=C1)(C1=CC=CC=C1)(C(C)(C)C)OCC1=CC=C(C=C1)O 4-[[(tert-butyldiphenylsilyl)oxy]methyl]phenol